manganese-strontium-zinc [Zn].[Sr].[Mn]